(E)-2-((2S,3S,12bS)-3-ethyl-8-methoxy-1,2,3,4,6,7,12,12b-octahydroindolo[2,3-a]quinolizin-2-yl)-3-methoxy-N,N-dimethylacrylamide C(C)[C@@H]1CN2CCC3=C([C@@H]2C[C@@H]1/C(/C(=O)N(C)C)=C\OC)NC1=CC=CC(=C13)OC